(S)-(4-(2-chlorophenoxy)-2-(3-(3-chloropyridin-2-yloxy)pyrrolidin-1-yl)phenyl)methanol ClC1=C(OC2=CC(=C(C=C2)CO)N2C[C@H](CC2)OC2=NC=CC=C2Cl)C=CC=C1